4-[5-[(2,6-dioxopiperidin-3-yl)carbamoyl]pyridin-3-yl]piperazine-1-carboxylic acid tert-butyl ester C(C)(C)(C)OC(=O)N1CCN(CC1)C=1C=NC=C(C1)C(NC1C(NC(CC1)=O)=O)=O